F[C@@H]1[C@@H](C1)NC(=O)C1=CN=C2N1N=C(C=C2NC)NC=2C=C(C=CC2)C2=CC=C(C=N2)C(=O)O 6-{3-[(3-{[(1R,2S)-2-fluorocyclopropyl]carbamoyl}-8-(methylamino)imidazo[1,2-b]pyridazin-6-yl)amino]phenyl}pyridine-3-carboxylic Acid